6-methylphenylamine CC1=CC=CC=C1N